NC=1N=NC(=CC1N1N=CC(=C1)N1CCC(CC1)N1CCN(CC1)C1=CC=CC2=C1OCCN2[C@@H]2C(NC(CC2)=O)=O)C2=C(C=CC=C2)O (S)-3-(8-(4-(1-(1-(3-amino-6-(2-hydroxyphenyl)pyridazin-4-yl)-1H-pyrazol-4-yl)piperidin-4-yl)piperazin-1-yl)-2,3-dihydro-4H-benzo[b][1,4]oxazin-4-yl)piperidine-2,6-dione